8-hydroxyquinaldine-acrylate OC=1C=CC=C2C=CC(=NC12)CC=CC(=O)[O-]